C(C1=CC=CC=C1)OC=1C=C2C(=NC1)[C@]1([C@@](O2)([C@@H]([C@H]([C@H]1O)C(=O)OC)C1=CC=CC=C1)C1=CC=C(C=C1)C#N)O |r| rac-methyl (5aR,6S,7R,8R,8aS)-3-(benzyloxy)-5a-(4-cyanophenyl)-8,8a-dihydroxy-6-phenyl-5a,7,8,8a-tetrahydro-6H-cyclopenta[4,5]furo[3,2-b]pyridine-7-carboxylate